4-((5,7-diethoxyquinazolin-4-yl)oxy)aniline C(C)OC1=C2C(=NC=NC2=CC(=C1)OCC)OC1=CC=C(N)C=C1